1-(2,4-bis(trifluoromethyl)benzyl)-5-methyl-1H-pyrazol-4-amine FC(C1=C(CN2N=CC(=C2C)N)C=CC(=C1)C(F)(F)F)(F)F